FC(S(=O)(=O)OCCOC(F)(F)F)(F)F 2-(trifluoromethoxy)ethyl trifluoromethanesulfonate